COC1=CC=C(C=C1)OC1=CC=C(C=C1)OC.[P] phosphorus di(4-methoxyphenyl) oxide